FC(C=1C=C(C=CC1)C1=NC(=C2N1C1=CC=CC=C1C=C2)C#N)(F)F 1-(3-trifluoromethylphenyl)imidazo[1,5-a]quinoline-3-carbonitrile